(S)-2-((4-((2-hydroxy-1-phenylethyl)amino)-5-(5-(pyridin-3-yl)-1,3,4-oxadiazol-2-yl)pyrimidin-2-yl)amino)-6,7-dihydro-5H-pyrrolo[3,4-b]pyridin-5-one OC[C@H](C1=CC=CC=C1)NC1=NC(=NC=C1C=1OC(=NN1)C=1C=NC=CC1)NC1=CC=C2C(=N1)CNC2=O